2-[6-[4-fluoro-2-(2-methyl-5-morpholin-4-ylpyrazol-3-yl)oxyphenyl]pyridin-3-yl]ethanamine FC1=CC(=C(C=C1)C1=CC=C(C=N1)CCN)OC=1N(N=C(C1)N1CCOCC1)C